4,5-Dibutylnonanoic acid ethyl ester C(C)OC(CCC(C(CCCC)CCCC)CCCC)=O